NC=1N=C(SC1C(=O)C=1C=NC(=CC1)OC(F)F)N(C1=CC(=C(C=C1)F)F)C(C(=O)N)C (N-[4-amino-5-[6-(difluoromethoxy)pyridine-3-carbonyl]thiazol-2-yl]-3,4-difluoro-anilino)propionamide